CC1CCC(CC1)O (1r,4r)-4-methylcyclohexan-1-ol